1-(3-chloro-4-methylphenyl)-3-(4-((1-(2,6-dioxopiperidin-3-yl)-2,5-dioxo-2,5-dihydro-1H-pyrrol-3-yl)amino)phenyl)urea ClC=1C=C(C=CC1C)NC(=O)NC1=CC=C(C=C1)NC=1C(N(C(C1)=O)C1C(NC(CC1)=O)=O)=O